amino-7-oxoheptanoic acid NC(C(=O)O)CCCCC=O